C(C)(C)(C)N(C1=NC(=NC(=N1)N)SC)CC N2-tert-butyl-N-ethyl-6-methylthio-1,3,5-triazine-2,4-diamine